(1S,2S)-2-(4,4,5,5-tetramethyl-1,3,2-dioxaborolan-2-yl)cyclopropane-1-carboxylate CC1(OB(OC1(C)C)[C@@H]1[C@H](C1)C(=O)[O-])C